3-Bromo-2-fluoro-9,9-dimethyl-9H-fluorene BrC=1C(=CC=2C(C3=CC=CC=C3C2C1)(C)C)F